C(C)OC(=O)C1OC(C(C1C1=CC=C(C=2CCOC21)F)C)(C(F)(F)F)C 3-(4-fluoro-2,3-dihydrobenzofuran-7-yl)-4,5-dimethyl-5-(trifluoromethyl)tetrahydrofuran-2-carboxylic acid ethyl ester